3-(5-chloro-2-fluorophenyl)-2-methylsulfinylnaphthalene ClC=1C=CC(=C(C1)C=1C(=CC2=CC=CC=C2C1)S(=O)C)F